S(C)(=O)(=O)O.S(C)(=O)(=O)O.N1(CCOCC1)C=1C2=C(N=CN1)C=CS2 4-morpholin-4-yl-thieno[3,2-d]pyrimidine bismesylate